FC1=CC(=C(C=C1)CC1CC2(CN(C2)C(=O)N2C[C@@H]3[C@@H](OCC(N3)=O)CC2)C1)S(=O)(=O)C (4aR,8aS)-6-[6-[(4-fluoro-2-methylsulfonyl-phenyl)methyl]-2-azaspiro[3.3]heptane-2-carbonyl]-4,4a,5,7,8,8a-hexahydropyrido[4,3-b][1,4]oxazin-3-one